C(#N)C1=CC(=NC=C1)N1CC(C2=C1N=CN=C2N2C[C@H](N(C[C@@H]2C)C(=O)OC(C)(C)C)C)(C)COC tert-butyl (2R,5S)-4-[7-(4-cyano-2-pyridinyl)-5-(methoxymethyl)-5-methyl-6H-pyrrolo[2,3-d]pyrimidin-4-yl]-2,5-dimethylpiperazine-1-carboxylate